2-chloro-2-fluoro-cyclopropane ClC1(CC1)F